NCC=1C=CC(=NC1)NC 5-(aminomethyl)-N-methyl-pyridin-2-amine